tert-butyl (5S,6R)-5-hydroxy-6-((R)-5H-imidazo[5,1-a]isoindol-5-yl)-2-azaspiro[3.3]heptane-2-carboxylate O[C@@H]1C2(CN(C2)C(=O)OC(C)(C)C)C[C@@H]1[C@H]1N2C(C3=CC=CC=C13)=CN=C2